(S)-tetrahydrofuroyl bromide O1[C@@H](CCC1)C(=O)Br